methyl chloro-4-hydroxy-5-iodobenzoate ClC1=C(C(=O)OC)C=C(C(=C1)O)I